(E)-3-(1-(4-(trifluoromethyl)phenyl)-1H-pyrazol-4-yl)benzaldehyde O-ethyl oxime C(C)O\N=C\C1=CC(=CC=C1)C=1C=NN(C1)C1=CC=C(C=C1)C(F)(F)F